N-(1H-1,3-benzodiazol-5-ylmethyl)-2-(3,4-dimethoxy-phenyl)-3-fluoroaniline N1C=NC2=C1C=CC(=C2)CNC2=C(C(=CC=C2)F)C2=CC(=C(C=C2)OC)OC